2-(2-(4-amino-1,2,5-oxadiazol-3-yl)-1H-benzo[d]imidazol-1-yl)-N-(4-aminophenyl)acetamide NC=1C(=NON1)C1=NC2=C(N1CC(=O)NC1=CC=C(C=C1)N)C=CC=C2